(R)-2-methyl-N-((1R,3S,8R,9R,10R,11S,12R,Z)-10,11,12-trihydroxy-3-(morpholinomethyl)-13-oxa-2-thiabicyclo[7.3.1]tridec-5-en-8-yl)propane-2-sulfinamide formate salt C(=O)O.CC(C)(C)[S@@](=O)N[C@@H]1C\C=C/C[C@H](S[C@@H]2[C@@H]([C@H]([C@H]([C@@H]1O2)O)O)O)CN2CCOCC2